di(benzylidene)-D-sorbitol C(C1=CC=CC=C1)=C([C@H]([C@H]([C@@H]([C@H](C(O)=CC1=CC=CC=C1)O)O)O)O)O